2,4-dichloro-5-[(prop-2-yn-1-yloxy)methyl]pyrimidine 5-chloro-2-((1-methylpiperidin-3-yl)amino)oxazolo[4,5-b]pyridine-7-carboxylate ClC1=CC(=C2C(=N1)N=C(O2)NC2CN(CCC2)C)C(=O)O.ClC2=NC=C(C(=N2)Cl)COCC#C